1-(3-bromo-2-methylphenyl)pyrrolidin-2-one BrC=1C(=C(C=CC1)N1C(CCC1)=O)C